5-bromo-4-methoxy-1-methyl-6-oxo-1,6-dihydropyridine-3-carboxylic acid ethyl ester C(C)OC(=O)C1=CN(C(C(=C1OC)Br)=O)C